C(N)(=O)[C@H]1CC[C@H](CC1)N1C(=NC2=C3CC[C@@H](N(C3=CC=C21)C(=O)OC)C)CCC2=CC=CC=C2 methyl (S)-3-((cis)-4-carbamoylcyclohexyl)-7-methyl-2-phenethyl-3,7,8,9-tetrahydro-6H-imidazo[4,5-f]quinoline-6-carboxylate